FC1=C(C#N)C=CC(=C1F)OCCC=O 2,3-difluoro-4-(3-oxopropoxy)benzonitrile